(E)-3-fluoro-2-[[4-(1H-tetrazol-5-yl)phenoxy]methyl]prop-2-en-1-amine hydrochloride Cl.F/C=C(\CN)/COC1=CC=C(C=C1)C1=NN=NN1